ClC1=CC(=NC(=C1)[Sn](CCCC)(CCCC)CCCC)N(CC1=CC=C(C=C1)OC)CC1=CC=C(C=C1)OC 4-chloro-N,N-bis(4-methoxybenzyl)-6-(tributylstannyl)pyridin-2-amine